tert-butyl 7-{[6-(methanesulfonylmethyl) pyridin-3-yl] amino}-1,2,3,4-tetrahydro-2,6-naphthyridine-2-carboxylate CS(=O)(=O)CC1=CC=C(C=N1)NC1=NC=C2CCN(CC2=C1)C(=O)OC(C)(C)C